(1R,2S,5S)-3-(diphenylcarbamoyl)-8-(3-phenylpyrrolidine-1-carbonyl)-3,8-diazabicyclo[3.2.1]octane-2-carboxylic acid C1(=CC=CC=C1)N(C(=O)N1[C@@H]([C@H]2CC[C@@H](C1)N2C(=O)N2CC(CC2)C2=CC=CC=C2)C(=O)O)C2=CC=CC=C2